5-ethylsulfanyl-2H-tetrazole C(C)SC=1N=NNN1